2-(4-cyano-1-oxo-[1,2,4]triazino[4,5-a]indol-2-yl)acetic acid C(#N)C1=NN(C(C=2N1C=1C=CC=CC1C2)=O)CC(=O)O